3-fluoro-7-methoxy-10-tolyl-5,10-dihydro-11H-dibenzo[b,e][1,4]diazepin-11-one FC=1C=CC2=C(NC3=C(N(C2=O)C2=C(C=CC=C2)C)C=CC(=C3)OC)C1